3-((6-chloro-7-fluoro-1-(pyridin-3-yl)-1H-indol-3-yl)thio)-2-fluorobenzoic acid ethyl ester C(C)OC(C1=C(C(=CC=C1)SC1=CN(C2=C(C(=CC=C12)Cl)F)C=1C=NC=CC1)F)=O